C(C1=CC=CC=C1)[N+]1=CC=C(C=C1)N1[C@H](CCC1=O)C (S)-1-benzyl-4-(2-methyl-5-oxopyrrolidin-1-yl)pyridin-1-ium